((2s,3r)-3-((tert-butoxycarbonyl)amino)-2-hydroxy-4-phenylbutyryl)-L-leucine C(C)(C)(C)OC(=O)N[C@@H]([C@@H](C(=O)N[C@@H](CC(C)C)C(=O)O)O)CC1=CC=CC=C1